FC1=NC=CC=C1C=1N=C(C2=C(N1)CCN(C2)C(=O)OC(C)(C)C)NCC2=CC=C(C=C2)C=2N(C=C(N2)C(F)(F)F)C(C)C tert-butyl 2-(2-fluoropyridin-3-yl)-4-((4-(1-isopropyl-4-(trifluoromethyl)-1H-imidazol-2-yl)benzyl)amino)-7,8-dihydropyrido[4,3-d]pyrimidine-6(5H)-carboxylate